C(C)(C)(C)C1=CC=C(C=N1)NC(OC1=CC=CC=C1)=O phenyl (6-(tert-butyl)pyridin-3-yl)carbamate